FC1(CCN(CC1)CCNC(=O)C1=NN(C2=C1C=NC(=C2)C=2C=NN1C2N=CC=C1)C=1C(=CC2=C(OCCN2)C1)OC)C(=O)OCC ethyl 4-fluoro-1-(2-(1-(6-methoxy-3,4-dihydro-2H-benzo[b][1,4]oxazin-7-yl)-6-(pyrazolo[1,5-a]pyrimidin-3-yl)-1H-pyrazolo[4,3-c]pyridine-3-carboxamido)ethyl)piperidine-4-carboxylate